OC=1C(N(C=CC1)C(C(=O)N)CC1=CC=C(C=C1)C#CC1=CC=C(C=C1)CN1CCOCC1)=O 2-(3-hydroxy-2-oxopyridin-1(2H)-yl)-3-(4-((4-(morpholinomethyl)phenyl)ethynyl)phenyl)propanamide